O[C@H](C(=O)OC)COC methyl (2S)-2-hydroxy-3-methoxypropionate